N=1N(N=CC1)C1=C(C=C(C=N1)NC(=O)C=1C(=NC(=NC1)C1=C(C=C(C=C1)F)Cl)C(F)(F)F)C(F)(F)F N-(6-(2H-1,2,3-triazol-2-yl)-5-(trifluoromethyl)pyridin-3-yl)-2-(2-chloro-4-fluorophenyl)-4-(trifluoromethyl)pyrimidine-5-carboxamide